C[C@H]1C[C@@]2(CN1C(=O)OC(C)(C)C)CC=1C(=CN(C(C1)=O)C)O2 tert-butyl (2R,5'S)-5',6-dimethyl-5-oxo-5,6-dihydro-3H-spiro[furo[2,3-c]pyridine-2,3'-pyrrolidine]-1'-carboxylate